NC1=NC=CC=C1C1=NC=2C(=NC(=CC2)C2=CN(C(C=C2)=O)C([2H])([2H])F)N1C1=CC=C(CN2CCC(CC2)NC2=NC(=NC=C2)C#N)C=C1 4-((1-(4-(2-(2-Aminopyridin-3-yl)-5-(1-(fluoromethyl-d2)-6-oxo-1,6-dihydropyridin-3-yl)-3H-imidazo[4,5-b]pyridin-3-yl)benzyl)piperidin-4-yl)amino)pyrimidine-2-carbonitrile